FC(CN[C@H]1CN(CC1)C(=O)OC(C)(C)C)(F)F tert-butyl (R)-3-((2,2,2-trifluoroethyl)amino)pyrrolidine-1-carboxylate